Cl.Cl.O[C@@H](CNC(CC1CCC(CC1)NS(=O)(=O)C)(C)C)C=1C(=NC=CC1)C N-((1S,4s)-4-(2-(((R)-2-Hydroxy-2-(2-methylpyridin-3-yl)ethyl)amino)-2-methylpropyl)cyclohexyl)methanesulfonamide dihydrochloride